1-(6Z,9Z,12Z-octadecatrienoyl)-2-dodecanoyl-glycero-3-phospho-(1'-sn-glycerol) CCCCCCCCCCCC(=O)O[C@H](COC(=O)CCCC/C=C\C/C=C\C/C=C\CCCCC)COP(=O)(O)OC[C@H](CO)O